(RS)-2-hydroxy-3-methoxy-3,3-diphenyl-propionic acid O[C@@H](C(=O)O)C(C1=CC=CC=C1)(C1=CC=CC=C1)OC |r|